FC=1C(=C(C=C(C1)C(F)(F)F)[C@@H](C(=O)O)N1C[C@@H](CC1)N(CCCCCC1=NC=2NCCCC2C=C1)C)OC (S)-2-(3-fluoro-2-methoxy-5-(trifluoromethyl)phenyl)-2-((R)-3-(methyl(5-(5,6,7,8-tetrahydro-1,8-naphthyridin-2-yl)pentyl)amino)pyrrolidin-1-yl)acetic acid